Cl.ClC1=CC=CC(=N1)CN1CC(CC1)C1=C(C=C(C=C1)OC1=C(C=CC=C1)C(C)C)CO (2-(1-((6-chloropyridin-2-yl)methyl)pyrrolidin-3-yl)-5-(2-isopropylphenoxy)phenyl)methanol hydrochloride